NC1=CC=C(N=N1)C#CCN1C2=C(CCC(C1=O)C1=C(C=C(C=C1)C(F)(F)F)C(F)(F)F)C=C(C=C2)C#N 1-(3-(6-Aminopyridazin-3-yl)prop-2-ynyl)-3-(2,4-bis(trifluoromethyl)phenyl)-2-oxo-2,3,4,5-tetrahydro-1H-benzo[b]azepine-7-Formonitrile